OC1[C@H](CC[C@@H]1C1=CC(=C(C=C1/C=C/C(=O)N)O)O)C1=CC(=C(C=C1/C=C/C(=O)N)O)O (1R,2S,3R)-2-hydroxycyclopentane-1,3-dicaffeamide